7-[5-(6-Methyl-1,6-diazaspiro[3.5]nonan-1-yl)[1,3]thiazolo[5,4-d][1,3]thiazol-2-yl]-4-(1H-pyrazol-4-yl)-1H-pyrrolo[2,3-c]pyridin CN1CC2(CCN2C=2SC3=C(N2)SC(=N3)C=3N=CC(=C2C3NC=C2)C=2C=NNC2)CCC1